OC1=CC=C2N=CC(=NC2=C1)OC1CC2(C1)CCN(CC2)C(=O)OC(C)(C)C tertbutyl 2-(7-hydroxyquinoxalin-2-yl)oxy-7-azaspiro[3.5]nonane-7-carboxylate